(3-hydroxy-3-methylpyrrolidin-1-yl)methanone OC1(CN(CC1)C=O)C